NC1=NC=NN2C1=C(C=C2C=2C(=C(C(=O)N[C@@H]1CN(C[C@@H]1F)C(=O)C1CC(CC1)(F)F)C=CC2)F)C(F)(F)F 3-[4-amino-5-(trifluoromethyl)pyrrolo[2,1-f][1,2,4]triazin-7-yl]-N-[(3R,4S)-1-(3,3-difluorocyclopentanecarbonyl)-4-fluoropyrrolidin-3-yl]-2-fluorobenzamide